CC1=NC(=C(C(=N1)O[C@@H](C)C1=CC=C(C(=O)OC)C=C1)C)C methyl 4-[(1S)-1-(2,5,6-trimethylpyrimidin-4-yl)oxyethyl]benzoate